4-(3-((((1S,3S)-3-amino-cyclohexyl)methyl)amino)-1-(1-methyl-1H-indazol-5-yl)-1H-pyrazol-5-yl)-2-fluorobenzonitrile N[C@@H]1C[C@H](CCC1)CNC1=NN(C(=C1)C1=CC(=C(C#N)C=C1)F)C=1C=C2C=NN(C2=CC1)C